N1C=C(C2=CC=CC=C12)CCO 2-(1H-indol-3-yl)ethan-1-ol